2,3-dihydro-benzofuran-5-carboxylic acid [2-(3-pyridin-2-yl-azetidin-1-yl)-benzooxazol-5-yl]-amide N1=C(C=CC=C1)C1CN(C1)C=1OC2=C(N1)C=C(C=C2)NC(=O)C=2C=CC1=C(CCO1)C2